tert-butyl (s)-4-(1-((methylsulfonyl)oxy)ethyl)piperidine-1-carboxylate CS(=O)(=O)O[C@@H](C)C1CCN(CC1)C(=O)OC(C)(C)C